[Te].[Ga].[Cu] copper-gallium-tellurium